N-((1r,4r)-4-(3-chloro-4-cyanophenoxy)cyclohexyl)-4-(hydroxymethyl)benzamide ClC=1C=C(OC2CCC(CC2)NC(C2=CC=C(C=C2)CO)=O)C=CC1C#N